5-[(4R,10bS)-8-[(3R)-3-(methoxymethyl)piperazin-1-yl]-4-methyl-3,4,6,10b-tetrahydro-1H-pyrazino[2,1-a]isoindol-2-yl]quinoline-8-carbonitrile COC[C@H]1CN(CCN1)C=1C=C2CN3[C@@H](C2=CC1)CN(C[C@H]3C)C3=C1C=CC=NC1=C(C=C3)C#N